FC1=C(C(=C(C=C1OC)OC)F)N1C(N(C2=C(C1)C=NC(=C2)CNC(C=C)=O)CC)=O N-((3-(2,6-difluoro-3,5-dimethoxyphenyl)-1-ethyl-2-oxo-1,2,3,4-tetrahydropyrido[4,3-d]pyrimidin-7-yl)methyl)acrylamide